1-[4-(trifluoromethoxy)phenyl]pyrazolo[3,4-b]pyridine-4-carboxamide FC(OC1=CC=C(C=C1)N1N=CC2=C1N=CC=C2C(=O)N)(F)F